N-(5-cyclobutyl-1H-pyrazol-3-yl)-2-(4-((4-((2,6-dioxopiperidin-3-yl)amino)benzyl)oxy)phenyl)acetamide C1(CCC1)C1=CC(=NN1)NC(CC1=CC=C(C=C1)OCC1=CC=C(C=C1)NC1C(NC(CC1)=O)=O)=O